[Sr].[W] tungsten-strontium